scandium bismuth manganese barium neodymium lead [Pb].[Nd].[Ba].[Mn].[Bi].[Sc]